(R)-N2-(3-chloro-4-fluorophenyl)-8-(1,2,3,6-tetrahydropyridin-4-yl)-N4-(1-(thiophen-2-yl)propyl)quinazoline-2,4-diamine ClC=1C=C(C=CC1F)NC1=NC2=C(C=CC=C2C(=N1)N[C@H](CC)C=1SC=CC1)C=1CCNCC1